(2S)-2-(t-butoxycarbonylamino)propionic acid C(C)(C)(C)OC(=O)N[C@H](C(=O)O)C